1-oxospiro[2-benzofuran-3,9'-xanthene]-5-carboxylic acid O=C1OC2(C3=CC=CC=C3OC=3C=CC=CC23)C2=C1C=CC(=C2)C(=O)O